C1N(CC12CCNCC2)C(CO)CO 2-(2,7-Diazaspiro[3.5]nonan-2-yl)propane-1,3-diol